COC1=C(C=CC(=C1)OC)NC 2,4-dimethoxyphenyl-methyl-amine